COC1=C(CNC=2C3=C(N=CN2)C(=CN3C3=CC=C(CNC(C2=C(C=CC(=C2)F)OC)=O)C=C3)C3CCC2(OCCO2)CC3)C=CC(=C1)OC N-(4-(4-((2,4-dimethoxybenzyl)amino)-7-(1,4-dioxaspiro[4.5]decan-8-yl)-5H-pyrrolo[3,2-d]pyrimidin-5-yl)benzyl)-5-fluoro-2-methoxybenzamide